tetramethyl-isophthalimide CC1=C(C(=C2C(=C1C(=O)NC2=O)C)C)C